C(C)(C)(C)OC(=O)N(CC(=O)N1CC(CCC1)C=1C=C(C(=O)N[C@H](C(=O)O)C2CCCCC2)C=CC1)CC1=C(C=C(C=C1)OC)OCC (2S)-2-(3-(1-(N-(tert-butoxycarbonyl)-N-(2-ethoxy-4-methoxybenzyl)glycyl)piperidin-3-yl)benzamido)-2-cyclohexylacetic acid